(pyrrolidin-1-ylmethyl)-1H-indazol N1(CCCC1)CN1N=CC2=CC=CC=C12